NC1=NN2C(C=C(C=C2)C=2C=CC(=C(C2)NC(=O)N2OCC[C@H]2C2=CC=C(C=C2)Cl)C)=N1 (S)-N-(5-(2-amino-[1,2,4]triazolo[1,5-a]pyridin-7-yl)-2-methylphenyl)-3-(4-chlorophenyl)isoxazolidine-2-carboxamide